C(#N)[C@H]1N(CCC1)C1=C(N=C(O1)CCCC1=CC=CC=C1)C#N (S)-5-(2-cyanopyrrolidin-1-yl)-2-(3-phenylpropyl)oxazole-4-carbonitrile